C(CCC)OC(=O)C=1C=CC2=C(NC=N2)C1 1H-benzo[d]imidazole-6-carboxylic acid butyl ester